FC1=C(N=CC2=C1N=C(N=C2N2C[C@H]1CC[C@@H](C2)N1C(=O)OC(C)(C)C)OCC12CCCN2CCC1)C1=C(C=CC=C1)C(C)C tert-butyl (1R,5S)-3-(8-fluoro-7-(2-isopropylphenyl)-2-((tetrahydro-1H-pyrrolizin-7a(5H)-yl)methoxy)pyrido[4,3-d]pyrimidin-4-yl)-3,8-diazabicyclo[3.2.1]octane-8-carboxylate